[S-]C#N.[K+] Potassium Thiocyanate